ClC1=C2CN(C(C2=C(C=C1)NC=1C=CC=2N(CCCCC2N1)C)=O)C(=O)OC(C)(C)C tert-butyl 4-chloro-7-((5-methyl-6,7,8,9-tetrahydro-5H-pyrido[3,2-b]azepin-2-yl) amino)-1-oxoisoindoline-2-carboxylate